3-(3-chlorophenyl)-N-(5-(5-chlorothien-2-yl)-1,3,4-oxadiazol-2-yl)propanamide ClC=1C=C(C=CC1)CCC(=O)NC=1OC(=NN1)C=1SC(=CC1)Cl